O=C1C(=C(C=NN1)N[C@H](COC1CC1)C)C(F)(F)F 2-((S)-2-((6-oxo-5-(trifluoromethyl)-1,6-dihydropyridazin-4-yl)amino)propoxy)cyclopropane